FC(C(=O)O)(F)F.C(#N)CC(N1N=CC(=C1)C=1C2=C(N=CN1)NC=C2)C=2C=C(C(=O)N(C1=CC=CC=C1)C)C=CC2 3-{2-cyano-1-[4-(7H-pyrrolo-[2,3-d]pyrimidin-4-yl)-1H-pyrazol-1-yl]ethyl}-N-methyl-N-phenylbenzamide trifluoroacetate